ClC=1C=C2C(=NC1)NC=C2CC=2C=CC(=NC2)N(C(OCCN2CCN(CC2)C)=O)CC=2C=NC(=CC2)C(F)(F)F 2-(4-methylpiperazin-1-yl)ethyl (5-((5-chloro-1H-pyrrolo[2,3-b]pyridin-3-yl)methyl)pyridin-2-yl)((6-(trifluoromethyl)pyridin-3-yl)methyl)carbamate